4-(1-(3-(4-(2-(2,6-dioxopiperidin-3-yl)-1,3-dioxoisoindolin-4-yl)piperazin-1-yl)propanoyl)piperidin-4-yl)-N-(2-(pyrrolidin-1-ylmethyl)-1H-benzo[d]imidazol-5-yl)benzamide O=C1NC(CCC1N1C(C2=CC=CC(=C2C1=O)N1CCN(CC1)CCC(=O)N1CCC(CC1)C1=CC=C(C(=O)NC2=CC3=C(NC(=N3)CN3CCCC3)C=C2)C=C1)=O)=O